N-(5-chloro-2-nitrophenyl)-N-methylcyclopropanesulfonamide ClC=1C=CC(=C(C1)N(S(=O)(=O)C1CC1)C)[N+](=O)[O-]